N-(5-((5-chloro-4-((1-(methylsulfonyl)indolin-7-yl)amino)pyrimidin-2-yl)amino)-4-methoxy-2-(methyl(2-morpholinoethyl)amino)phenyl)acrylamide ClC=1C(=NC(=NC1)NC=1C(=CC(=C(C1)NC(C=C)=O)N(CCN1CCOCC1)C)OC)NC=1C=CC=C2CCN(C12)S(=O)(=O)C